methyl 3-[(4-chlorophenyl)methyl]-2-hydroxy-1-methyl-2-(1,2,4-triazol-1-ylmethyl)cyclopentanecarboxylate ClC1=CC=C(C=C1)CC1C(C(CC1)(C(=O)OC)C)(CN1N=CN=C1)O